4-((3-chlorobenzyl)amino)-2-((1-methyl-1H-pyrazol-4-yl)amino)pyrimidin-5-carboxamide ClC=1C=C(CNC2=NC(=NC=C2C(=O)N)NC=2C=NN(C2)C)C=CC1